5,5-dimethyltetrahydrofuran-2-carboxylate CC1(CCC(O1)C(=O)[O-])C